C(#N)C1=CC(=CC(=N1)[C@H](CC(=O)O)NC([C@H](CC(C)C)N1C(C=C(C(=C1)CCN(C)C)C(F)(F)F)=O)=O)C1=C(C=C(C=C1C)F)C |o1:15| (S)-3-(6-cyano-4-(4-fluoro-2,6-dimethylphenyl)pyridin-2-yl)-3-((S*)-2-(5-(2-(dimethylamino)ethyl)-2-oxo-4-(trifluoromethyl)pyridin-1(2H)-yl)-4-methylpentanamido)propanoic acid